FC1(CCC(CC1)N1C(=NC2=C1C=CC(=C2)C2=C(C=NN2C)C)[C@@H]2CCCC(N2C2=CC(=C(C=C2)OC)F)=O)F (S)-6-(1-(4,4-difluorocyclohexyl)-5-(1,4-dimethyl-1H-pyrazol-5-yl)-1H-benzo[d]imidazol-2-yl)-1-(3-fluoro-4-methoxyphenyl)piperidin-2-one